3-Methyl-2H-pyrrolo[1,2-a]pyrazin-1-one CC=1NC(C=2N(C1)C=CC2)=O